6-(1-methylpropoxy)hexylamine CC(CC)OCCCCCCN